FC(C=1C=C(C=C(C1)C(F)(F)F)NC(CCN(C1CCC2=CC(=CC=C12)/C=C/C(=O)OCC)C(=O)OC(C)(C)C)=O)(F)F ethyl (E)-3-(1-((3-((3,5-bis(trifluoromethyl)phenyl)amino)-3-oxopropyl)(tert-butoxycarbonyl)amino)-2,3-dihydro-1H-inden-5-yl)acrylate